CC1=C(N=C(O1)C1=C(C(=C(C(=C1[2H])[2H])[2H])[2H])[2H])CC(OC1=CC=C(C=2SC=CC21)C=O)([2H])[2H] 4-(2-(5-methyl-2-(phenyl-d5)oxazol-4-yl)ethoxy-1,1-d2)benzo[b]thiophene-7-carbaldehyde